2,3-difluoro-4-(trans-4-propylcyclohexyl)phenol FC1=C(C=CC(=C1F)[C@@H]1CC[C@H](CC1)CCC)O